1-(7-(8-ethyl-7-fluoro-3-hydroxynaphthalene-1-yl)-8-fluoro-2-(((2R,7aS)-2-Fluorotetrahydro-1H-pyrrolizin-7a(5H)-yl)methoxy)-5-methylpyrido[4,3-d]pyrimidin-4-yl)azetidine C(C)C=1C(=CC=C2C=C(C=C(C12)C1=C(C=2N=C(N=C(C2C(=N1)C)N1CCC1)OC[C@]12CCCN2C[C@@H](C1)F)F)O)F